2-[(3R,5R,6S)-5-(3-chlorophenyl)-6-(4-chlorophenyl)-1-[(1S)-1-(isopropylsulfonylmethyl)-2-methyl-propyl]-3-methyl-2-oxo-3-piperidinyl]Acetic acid ClC=1C=C(C=CC1)[C@H]1C[C@](C(N([C@@H]1C1=CC=C(C=C1)Cl)[C@@H](C(C)C)CS(=O)(=O)C(C)C)=O)(C)CC(=O)O